ClC=1N=C(N(C1)C)C1=CC=C(C=C1)CN (4-(4-chloro-1-methyl-1H-imidazol-2-yl)phenyl)methanamine